(7-(((R)-1-(1H-imidazol-1-yl)propan-2-yl)oxy)-1-(cyclopropylmethyl)-1H-indol-2-yl)-7-((S)-2-amino-3-fluoropropyl)-3-methyl-3,5,6,7-tetrahydro-8H-imidazo[4,5-b][1,6]naphthyridin-8-one N1(C=NC=C1)C[C@@H](C)OC=1C=CC=C2C=C(N(C12)CC1CC1)C1=NC=2C(=NC=3CCN(C(C3C2)=O)C[C@@H](CF)N)N1C